CC1(CCOC2=C(N=CC=C21)N2[C@H](COCC2)C)C (3S)-4-{4,4-dimethyl-2H,3H-pyrano[2,3-c]pyridin-8-yl}-3-methylmorpholine